CN(C(C)C=1C=C(C=CC1)C1=C(OC(C2=CC=CC=C12)=O)C(C)O)C 4-(3-(1-(dimethylamino)ethyl)phenyl)-3-(1-hydroxyethyl)-1H-isochromen-1-one